Cl.N[C@@H](C(=O)N1[C@H](C[C@@H](C1)O)C(=O)NCC1=CC=C(C=C1)C1=C(N=CS1)C)C(C)(C)C (2R,4S)-1-((R)-2-amino-3,3-dimethylbutanoyl)-4-hydroxy-N-(4-(4-methylthiazol-5-yl)benzyl)pyrrolidine-2-carboxamide hydrochloride